tert-butyl 6-[[[1-(2,6-dioxo-3-piperidyl)-3-methyl-2-oxo-benzimidazol-4-yl]amino] methyl]-2-azaspiro[3.3]heptane-2-carboxylate O=C1NC(CCC1N1C(N(C2=C1C=CC=C2NCC2CC1(CN(C1)C(=O)OC(C)(C)C)C2)C)=O)=O